5-(aminomethyl)-2-methylisoindol-1-one NCC=1C=C2CN(C(C2=CC1)=O)C